di(p-t-butylphenyl)methylene(cyclopentadienyl)(tetramethyldodecahydrodibenzofluorenyl)zirconium dichloride [Cl-].[Cl-].C(C)(C)(C)C1=CC=C(C=C1)C(=[Zr+2](C1(C(C(CC2C3C(C4C=5C=CC=CC5CC4=C21)CCCC3)C)(C)C)C)C3C=CC=C3)C3=CC=C(C=C3)C(C)(C)C